4,5-dimethyl-1H-pyrazole-3-carboxylic acid CC=1C(=NNC1C)C(=O)O